6-(1-ethoxyvinyl)-2-imidazol-1-yl-8-methyl-7H-purine C(C)OC(=C)C1=C2NC(=NC2=NC(=N1)N1C=NC=C1)C